COC(=O)C1=CC=C(C=C1)[C@@H]1C=C(CCN1C(=O)OCC1=CC=CC=C1)C1=NC=C(N=C1)C(F)F benzyl (S)-6-(4-(methoxycarbonyl) phenyl)-4-(5-(difluoromethyl) pyrazin-2-yl)-3,6-dihydropyridine-1(2H)-carboxylate